(3,4-Dimethoxyphenyl)-2-naphthol COC=1C=C(C=CC1OC)C1=C(C=CC2=CC=CC=C12)O